Palladium Dichloride [Pd](Cl)Cl